Benzyl (2S)-2-[4,7,10-tris(2-tert-butoxy-2-oxoethyl)-1,4,7,10-tetraazacyclododecan-1-yl]propanoate C(C)(C)(C)OC(CN1CCN(CCN(CCN(CC1)CC(OC(C)(C)C)=O)CC(OC(C)(C)C)=O)[C@H](C(=O)OCC1=CC=CC=C1)C)=O